iodonium pyrane O1CC=CC=C1.[IH2+]